10'-((4-phenyl-4H-1,2,4-triazole-3,5-diyl)bis(4,1-phenylene))bis(10H-phenoxazine) C1(=CC=CC=C1)N1C(=NN=C1C1=CC=C(C=C1)C1=CC=CC=2OC3=CC=CC=C3NC12)C1=CC=C(C=C1)C1=CC=CC=2OC3=CC=CC=C3NC12